tert-Butyl N-[4-azido-6-(4-fluorophenyl)-3-pyridyl]carbamate N(=[N+]=[N-])C1=C(C=NC(=C1)C1=CC=C(C=C1)F)NC(OC(C)(C)C)=O